C1(=CC=CC2=CC=CC=C12)CCC1=NNC(=C1)C(=O)OC1=CC(=CC2=C1OC(O2)(C2=CC=CC=C2)C2=CC=CC=C2)C(=O)O 7-((3-(2-(naphthalen-1-yl)ethyl)-1H-pyrazole-5-carbonyl)oxy)-2,2-diphenylbenzo[d][1,3]dioxole-5-carboxylic acid